C(C)(=O)OC=1C(=NC=CC1OC)C(N[C@@H](C)C1=NN(C(=N1)C1=CC=C(C=C1)C(C)C)C)=O (S)-2-((1-(5-(4-isopropylphenyl)-1-methyl-1,2,4-triazol-3-yl)ethyl)carbamoyl)-4-methoxypyridin-3-yl acetate